methyl-4-benzylthio-2-((2-(trimethylsilyl)ethoxy)methyl)-2H-indazole-6-carboxylic acid CC=1N(N=C2C=C(C=C(C12)SCC1=CC=CC=C1)C(=O)O)COCC[Si](C)(C)C